I.CN1C(SC(=N1)C(C(F)(F)F)(F)F)=N 3-methyl-5-(1,1,2,2,2-pentafluoroethyl)-1,3,4-thiadiazol-2-imine hydroiodide salt